OCC12CC(C1)(C2)NC(OC(C)(C)C)=O tert-butyl N-[3-(hydroxymethyl)bicyclo[1.1.1]pentan-1-yl]carbamate